C(C)(C)(C)OC(N[C@@H]1CC[C@H](CC1)CCN1CC2(C1)CN(C2)C2=C(C(=CC=C2)Cl)Cl)=O (trans-4-(2-(6-(2,3-dichlorophenyl)-2,6-diazaspiro[3.3]hept-2-yl)ethyl)cyclohexyl)carbamic acid tert-butyl ester